(6S)-3-[2-Chloro-4-(2-phenylethynyl)phenyl]-1,6-dimethyl-6-(1-methylpyrazol-4-yl)hexahydropyrimidine-2,4-dione ClC1=C(C=CC(=C1)C#CC1=CC=CC=C1)N1C(N([C@@](CC1=O)(C=1C=NN(C1)C)C)C)=O